FC1=C(C=CC=C1)C1=CC=C(C=C1)CCCC(=O)NC1CCC(CC1)O 4-(2'-fluoro-[1,1'-biphenyl]-4-yl)-N-(4-hydroxycyclohexyl)butanamide